1-((3R,4S)-3-fluoro-4-((5-(1-(2-fluoroethyl)-1H-benzo[d]imidazol-6-yl)-4-methoxypyrrolo[2,1-f][1,2,4]triazin-2-yl)amino)piperidin-1-yl)ethan-1-one F[C@@H]1CN(CC[C@@H]1NC1=NN2C(C(=N1)OC)=C(C=C2)C=2C=CC1=C(N(C=N1)CCF)C2)C(C)=O